C1(CCCC1)N1C(C=CC2=C1N=C(N=C2)NC2CCN(CC2)S(=O)(=O)C=2C=C(OC1CCN(CC1)CC=1C=C3CN(C(C3=CC1)=O)C1C(NC(CC1)=O)=O)C=CC2)=O 3-(5-((4-(3-((4-((8-cyclopentyl-7-oxo-7,8-dihydropyrido[2,3-d]pyrimidin-2-yl)amino)piperidin-1-yl)sulfonyl)phenoxy)piperidin-1-yl)methyl)-1-oxoisoindolin-2-yl)piperidine-2,6-dione